OCCC=C(C(=O)O)C.C(C(=C)C)(=O)O.C(C(=C)C)(=O)O.NC(=O)OCC urethane dimethacrylate (2-hydroxyethyl-methacrylate)